(S)-6-cyclobutyl-N-((S)-1-(5-(7-methoxy-2-methylquinolin-6-yl)-1H-imidazol-2-yl)-7-oxononyl)-6-azaspiro[2.5]octane-1-carboxamide (2R,3R)-2,3-dihydroxysuccinate O[C@@H](C(=O)O)[C@H](C(=O)O)O.C1(CCC1)N1CCC2(C[C@@H]2C(=O)N[C@@H](CCCCCC(CC)=O)C=2NC(=CN2)C=2C=C3C=CC(=NC3=CC2OC)C)CC1